Cl.Cl.N[C@H](CC1=C(C2=NC(=CC(=C2S1)NCC=1OC=CC1)Cl)Br)CCF 2-[(2S)-2-amino-4-fluorobutyl]-3-bromo-5-chloro-N-[(furan-2-yl)methyl]thieno[3,2-b]pyridin-7-amine dihydrochloride